1,3-adamantandiacetic acid tert-butyl-(3-(5-(2-fluoro-3-nitrophenyl)-2-methyl-2H-1,2,3-triazol-4-yl)oxetan-3-yl)carbamate C(C)(C)(C)N(C(O)=O)C1(COC1)C1=NN(N=C1C1=C(C(=CC=C1)[N+](=O)[O-])F)C.C12(CC3(CC(CC(C1)C3)C2)CC(=O)O)CC(=O)O